C(C=C)(=O)NC1=C(C(=O)O)C=CC=C1 acrylamido-benzoic acid